(2Z,2'Z)-2,2'-(1-(5-chlorothiophen-2-yl)ethane-1,2-diylidene)bis(N-ethylhydrazine-1-carbothioamide) ClC1=CC=C(S1)\C(\C=N/NC(NCC)=S)=N/NC(NCC)=S